1-[4-(1-tert-butoxycarbonylazetidin-3-yl)phenyl]-4,4-difluoro-piperidine-2-carboxylic acid C(C)(C)(C)OC(=O)N1CC(C1)C1=CC=C(C=C1)N1C(CC(CC1)(F)F)C(=O)O